15-methyl-4-hexadecene-1-sulfonic acid CC(CCCCCCCCCC=CCCCS(=O)(=O)O)C